C(C)C1=CC2=C(C(N(N=C2C(C)C)CC(=O)NC2=NC=C(C=N2)F)=O)S1 (2-ethyl-4-isopropyl-7-oxo-thieno[2,3-d]pyridazin-6-yl)-N-(5-fluoropyrimidin-2-yl)acetamide